6-bromo-7-methoxy-imidazo[1,2-a]pyridine BrC=1C(=CC=2N(C1)C=CN2)OC